2-[3-Cyclopropyl-5-(trifluoromethyl)pyrazol-1-yl]-1-[(2S)-2-(3-methoxy-2-methyl-phenyl)pyrrolidin-1-yl]ethanone C1(CC1)C1=NN(C(=C1)C(F)(F)F)CC(=O)N1[C@@H](CCC1)C1=C(C(=CC=C1)OC)C